6-[3-(1-isobutylpyrazol-4-yl)-7,8-dihydro-5H-1,6-naphthyridin-6-yl]-5-methyl-pyridine C(C(C)C)N1N=CC(=C1)C=1C=NC=2CCN(CC2C1)C1=C(C=CC=N1)C